O=C1N(C=CC=C1C(=O)OC)CC=O methyl 2-oxo-1-(2-oxoethyl)-1,2-dihydropyridine-3-carboxylate